4-chloro-N-(4-isopropoxybenzyl)quinolin-8-amine ClC1=CC=NC2=C(C=CC=C12)NCC1=CC=C(C=C1)OC(C)C